8-fluoro-4,5-dimethyl-2-(methyl-d3)-6-nitro-4,5-dihydro-2H-[1,2,3]triazolo[4,5-c]quinoline FC1=CC=2C=3C(C(N(C2C(=C1)[N+](=O)[O-])C)C)=NN(N3)C([2H])([2H])[2H]